P(OC(CO)OP([O-])=O)([O-])=O.[K+].[K+] dipotassium hydroxyethylidene bisphosphonate